5-(2-methoxyanilino)-7-(methylamino)pyrazolo[1,5-a]pyrimidine-3-carboxylic acid COC1=C(NC2=NC=3N(C(=C2)NC)N=CC3C(=O)O)C=CC=C1